NC/C(/CN1N=CN(C1=O)C1=CC=C(C=C1)Br)=C\F 2-[(2E)-2-(aminomethyl)-3-fluoroprop-2-en-1-yl]-4-(4-bromophenyl)-2,4-dihydro-3H-1,2,4-triazol-3-one